(tert-butoxycarbonyl)-N-methyl-L-alanine C(C)(C)(C)OC(=O)N([C@@H](C)C(=O)O)C